4-[(3-chloro-4-fluorophenyl)amino]-6-(cis-4-{N-[(morpholin-4-yl)sulfonyl]-N-methyl-amino}-cyclohexan-1-yloxy)-7-methoxy-quinazoline ClC=1C=C(C=CC1F)NC1=NC=NC2=CC(=C(C=C12)O[C@@H]1CC[C@@H](CC1)N(C)S(=O)(=O)N1CCOCC1)OC